cyclopenta[1,2-d]pyrimidine N1C=NC=C2C1=CC=C2